5-{6-[2-(2,7-Dimethyl-benzo[b]thiophen-3-yl)-ethylamino]-pyrimidin-4-yl}-3-methyl-thiophen CC1=C(C2=C(S1)C(=CC=C2)C)CCNC2=CC(=NC=N2)C2=CC(=CS2)C